9-chloro-5-isopropyl-8-(3-methoxypropoxy)-5-methyl-2-oxo-1,2,5,6-tetrahydrobenzo[h]quinoline-3-carboxylic acid ClC1=CC2=C(CC(C=3C=C(C(NC23)=O)C(=O)O)(C)C(C)C)C=C1OCCCOC